CC1=C(C=NN1C1CCNCC1)C=1C=C(C=2N(C1)N=CC2C#N)OC(C)C2=C(C=CC=C2)S(=O)(=O)C 6-[5-Methyl-1-(4-piperidyl)pyrazol-4-yl]-4-[1-(2-methylsulfonylphenyl)ethoxy]pyrazolo[1,5-a]pyridine-3-carbonitrile